(S)-2-(3-fluoro-2-methoxy-5-(1-(trifluoromethyl)cyclopropyl)phenyl)-2-((R)-3-((5-(4-methoxy-5,6,7,8-tetrahydro-1,8-naphthyridin-2-yl)pentyl)oxy)pyrrolidin-1-yl)acetic acid FC=1C(=C(C=C(C1)C1(CC1)C(F)(F)F)[C@@H](C(=O)O)N1C[C@@H](CC1)OCCCCCC1=NC=2NCCCC2C(=C1)OC)OC